C1(CC1)C=1C=C(C=2N(C1)C=CN2)C(=O)O 6-cyclopropylimidazo[1,2-a]pyridine-8-carboxylic acid